BrCC1=CC=C(C=C1)S(=O)(=O)F 4-(bromomethyl)benzene-1-sulfonyl fluoride